C1=C(C=C(C(=C1O)O)O)[C@@H]2[C@H](C(=O)C3=C(C=C(C=C3O2)O)O)O The molecule is an optically active form of dihydromyricetin having (2R,3R)-configuration. It has a role as a metabolite, an antioxidant and an antineoplastic agent. It is a secondary alpha-hydroxy ketone and a dihydromyricetin. It is an enantiomer of a (-)-dihydromyricetin.